C(CCCCCCC)C1=CC=C2C=3C=CC(=CC3NC2=C1)NC1=CC=CC=C1 7-octyl-N-phenyl-9H-carbazole-2-amine